ClC1=CC=C(C=C1)C1CC(=NN1C(CC)=O)C1=C(C=CS1)C 5-(5-(4-chlorophenyl)-1-propionyl-4,5-dihydro-1H-pyrazol-3-yl)-4-methylthiophene